FC1=CC=C2C=CNC2=C1C 6-fluoro-7-methyl-1H-indole